[K].C[Si]([SiH3])(C)C TriMethyl-Silyl-Silane potassium